ClCCCC(=O)NC=1C(C=2C(=CC=NC2C(C1N1CCNCC1)=O)\C=C\C1=CC=C(C=C1)F)=O (E)-4-chloro-N-(4-(4-fluoro-styryl)-5,8-dioxo-7-(piperazin-1-yl)-5,8-dihydroquinolin-6-yl)butanamide